FC1=CC=CC=2[C@H]3N(C[C@@H](OC21)C3)C(C)=O 1-((2S,5S)-9-fluoro-2,3-dihydro-2,5-methanobenzo[f][1,4]oxazepin-4(5H)-yl)ethan-1-one